[C@@H]1(C=CC2=CC=CC=C12)O (S)-indenol